O=C1NC=CC=C1NC(OCC1=CC=CC=C1)=O Benzyl N-(2-oxo-1H-pyridin-3-yl)carbamate